butane-1-al C(CCC)=O